S1C(=CC=C1)[C@@H]1NOCC1 (R)-3-(thiophen-2-yl)isoxazolidine